6-(4-(4-isopropylpiperazin-1-yl)phenyl)-1-methyl-4-(1-(oxetan-3-yl)piperidin-4-yl)-1H-benzo[d]imidazole C(C)(C)N1CCN(CC1)C1=CC=C(C=C1)C=1C=C(C2=C(N(C=N2)C)C1)C1CCN(CC1)C1COC1